ON=CC1=CCC(CC1)C(C)=O 1-{4-[(hydroxyimino)methyl]cyclohex-3-en-1-yl}ethan-1-one